BrC1=C(C=CC=C1F)[C@H](N[S@](=O)C(C)(C)C)C1=C(SC(=C1)Cl)C=O (R)-N-((R)-(2-bromo-3-fluorophenyl)(5-chloro-2-formylthiophen-3-yl)methyl)-2-methylpropane-2-sulfinamide